2-(2-Hydroxyethyl)-3-(phenylamino)-3-(trifluoromethyl)-3,4-dihydroisoquinolin-1(2H)-one OCCN1C(C2=CC=CC=C2CC1(C(F)(F)F)NC1=CC=CC=C1)=O